FC1=C(C=CC=C1F)CN1C(CCC1=O)CC(=O)NC 2-[1-[(2,3-difluorophenyl)methyl]-5-oxopyrrolidin-2-yl]-N-methylacetamid